N-decyl-N-(8-((8-(didecylamino)-8-oxooctyl)amino)octyl)decanamide C(CCCCCCCCC)N(C(CCCCCCCCC)=O)CCCCCCCCNCCCCCCCC(=O)N(CCCCCCCCCC)CCCCCCCCCC